3,3''-bis(3-methyl-9H-carbazol-9-yl)-4',6'-bis(3-(3-methyl-9H-carbazol-9-yl)phenyl)-5'-(pyridin-3-yl)-[1,1':2',1''-terphenyl]-3'-carbonitrile CC=1C=CC=2N(C3=CC=CC=C3C2C1)C=1C=C(C=CC1)C1=C(C(=C(C(=C1C1=CC(=CC=C1)N1C2=CC=CC=C2C=2C=C(C=CC12)C)C=1C=NC=CC1)C1=CC(=CC=C1)N1C2=CC=CC=C2C=2C=C(C=CC12)C)C#N)C1=CC(=CC=C1)N1C2=CC=CC=C2C=2C=C(C=CC12)C